3-chloro-6-methoxy-pyridazine ClC=1N=NC(=CC1)OC